N(=[N+]=[N-])CCOCCOC1=C(C=CC=C1)N1CN=NC(=N1)C 4-(2-(2-(2-azidoethoxy)ethoxy)phenyl)-6-methyl-1,2,4,5-tetrazine